CC1=C(C(=CC=C1)C)NC(=O)C=1C=C2C(=NNC2=CC1OC)C=1C=NC(=CC1)N1CCN(CC1)C N-(2,6-dimethylphenyl)-6-methoxy-3-(6-(4-methylpiperazin-1-yl)pyridin-3-yl)-1H-indazole-5-carboxamide